N1(C=NC2=C1C=CC=C2)C(=O)N 1H-benzo[d]imidazole-1-carboxamide